2-(6-(4-(2-methoxyprop-2-yl)piperidin-1-yl)-2-methylpyridin-3-yl)spiro[3.3]-heptane-2,6-diamine COC(C)(C)C1CCN(CC1)C1=CC=C(C(=N1)C)C1(CC2(C1)CC(C2)N)N